(S)-methyl 2-(2-chloro-N-(4-(trifluoromethyl) benzyl) acetamido)-2-cyclobutylacetate ClCC(=O)N(CC1=CC=C(C=C1)C(F)(F)F)[C@H](C(=O)OC)C1CCC1